trimellitaldehyde C(C=1C(C=O)=CC(C=O)=CC1)=O